FC1(CCN(CC1)C=1C=2N(C=C(C1)C(=O)O)C=CN2)F 8-(4,4-difluoropiperidin-1-yl)imidazo[1,2-a]pyridine-6-carboxylic acid